1-Tert-butyl 4-methyl 4-(3-methyl-2-oxo-1H-benzimidazol-5-yl)piperidine-1,4-dicarboxylate CN1C(NC2=C1C=C(C=C2)C2(CCN(CC2)C(=O)OC(C)(C)C)C(=O)OC)=O